[1,1'-biphenyl]-4-yl-(2-(4-(docosylamino)phenyl)-1,3-dithian-2-yl)methanol C1(=CC=C(C=C1)C(O)C1(SCCCS1)C1=CC=C(C=C1)NCCCCCCCCCCCCCCCCCCCCCC)C1=CC=CC=C1